(E)-3-(difluoromethyl)-6-(2-ethoxyvinyl)cinnoline FC(C=1N=NC2=CC=C(C=C2C1)\C=C\OCC)F